N[C@H](C(=O)O)CC1=CC(=CC=C1)C=1N=NC(=NN1)CCCC (S)-2-amino-3-(3-(6-butyl-1,2,4,5-tetrazin-3-yl)phenyl)propanoic acid